Methyl (7,8-dichloro-4-(1H-imidazol-1-yl)quinolin-2-yl)serinate ClC1=CC=C2C(=CC(=NC2=C1Cl)N[C@@H](CO)C(=O)OC)N1C=NC=C1